8-Amino-5-azaspiro[2.5]octane-5-carboxylic acid tert-butyl ester C(C)(C)(C)OC(=O)N1CC2(CC2)C(CC1)N